2,6-dibromo-4-hydroxypyridine BrC1=NC(=CC(=C1)O)Br